C(C)(=O)N[C@H](C(=O)O)CS (R)-2-acetamido-3-sulfanylpropanoic acid